OC1=C(C=O)C=C(C(=C1)O)CC=C(C)C 2,4-dihydroxy-5-(3-methylbutan-2-en-1-yl)benzaldehyde